1-Bromo-4-(2,2,2-trifluoro-1,1-dimethyl-ethoxy)benzene BrC1=CC=C(C=C1)OC(C(F)(F)F)(C)C